COC=1C2=CN(N=C2C=CC1C=1SC2=C(N1)SC(=C2)C2CCN(CC2)C(=O)OC(C)(C)C)C tert-butyl 4-[2-(4-methoxy-2-methylindazol-5-yl)thieno[2,3-d][1,3]thiazol-5-yl]piperidine-1-carboxylate